octadec-9-en CCCCCCCCC=CCCCCCCCC